(12S)-8-bromo-7-chloro-4-hydroxy-12-(piperazin-1-ylmethyl)-10-thia-1,3-diazatricyclo[7.3.1.05,13]trideca-3,5(13),6,8-tetraen-2-one BrC=1C(=CC=2C(=NC(N3[C@H](CSC1C32)CN3CCNCC3)=O)O)Cl